CC1NCCC2=CC=CC=C12 methyl-1,2,3,4-tetrahydroisoquinoline